2-(benzyloxycarbonylamino)-2-(3-iodopropyl)-6-(4,4,5,5-tetramethyl-1,3,2-dioxaborolan-2-yl)hexanoic acid tert-butyl ester C(C)(C)(C)OC(C(CCCCB1OC(C(O1)(C)C)(C)C)(CCCI)NC(=O)OCC1=CC=CC=C1)=O